C1=CC=CC=2C3=CC=CC=C3C(C12)COC(=O)N1CC2=CC(=CC=C2C[C@H]1C(=O)O)N=[N+]=[N-] (S)-2-(((9H-fluoren-9-yl)methoxy)carbonyl)-7-azido-1,2,3,4-tetrahydroisoquinoline-3-carboxylic acid